FC(C(=O)N[C@@H](C(C)C)C(=O)N1[C@@H](C[C@H](C1)C(F)(F)F)C(=O)N[C@@H](C[C@H]1C(NCC1)=O)C#N)(F)F N-(trifluoroacetyl)-L-valinyl-(4R)-N-{(1S)-1-cyano-2-[(3S)-2-oxopyrrolidin-3-yl]Ethyl}-4-(trifluoromethyl)-L-prolinamide